C(C)(=O)C(C(C(C)=O)=O)C(C)=O diacetyl-(2,3-butanedione)